C(C1=CC=CC=C1)O[C@@H]1[C@H](N(C[C@@H]([C@H]1OCC1=CC=CC=C1)OCC1=CC=CC=C1)CCC1=C(C=CC=C1)Cl)C (2R,3R,4R,5S)-3,4,5-tris(benzyloxy)-1-(2-chlorophenylethyl)-2-methylpiperidine